[Dy].[Lu] lutetium dysprosium